FC1=C(C(=CC=C1)OC)C1=CC2=C(N(C=N2)COCC[Si](C)(C)C)C=C1C(=O)OC methyl 5-(2-fluoro-6-methoxyphenyl)-1-((2-(trimethylsilyl) ethoxy) methyl)-1H-benzo(d)imidazole-6-carboxylate